acetamidocarbon citrate C(CC(O)(C(=O)[O-])CC(=O)[O-])(=O)[O-].C(C)(=O)N[C+3]